S1C=CC2=C1C=CC=C2N2CCN(CC2)CCCCOC2=CC=C1CCC(NC1=C2)=O 7-[4-[4-(Benzothiophen-4-yl)piperazin-1-yl]butoxy]-3,4-dihydroquinolin-2(1H)-one